tert-butyl (1R,5S)-3-(7-(5-(benzyloxy)-3-chloro-2-(trifluoromethyl)phenyl)-8-fluoro-2-(2,2,2-trifluoroethoxy)pyridino[4,3-d]pyrimidin-4-yl)-3,8-diazabicyclo[3.2.1]octan-8-formate C(C1=CC=CC=C1)OC=1C=C(C(=C(C1)C1=C(C=2N=C(N=C(C2C=N1)N1C[C@H]2CC[C@@H](C1)N2C(=O)OC(C)(C)C)OCC(F)(F)F)F)C(F)(F)F)Cl